2-bromo-N,N-diphenylpyridin-4-amine BrC1=NC=CC(=C1)N(C1=CC=CC=C1)C1=CC=CC=C1